OCCC=1NC=C[N+]1C hydroxyethyl-3-methylimidazolium